3-ethyl-3-(4-hydroxybutyl)oxymethyloxetane C(C)C1(COC1)COCCCCO